N-(3,3-difluorocyclobutyl)-5-(3-isopropyl-2-methyl-3H-imidazo[4,5-b]pyridin-5-yl)-7H-pyrrolo[2,3-d]pyrimidin-2-amine FC1(CC(C1)NC=1N=CC2=C(N1)NC=C2C2=CC=C1C(=N2)N(C(=N1)C)C(C)C)F